3-[1,1'-Biphenyl]-4-yl-6-fluoro-7-methoxy-2-methyl-4(1H)-quinolinone C1(=CC=C(C=C1)C1=C(NC2=CC(=C(C=C2C1=O)F)OC)C)C1=CC=CC=C1